C(C)(=O)OC1C=CCCCCC1 3-acetoxycyclooctene